4-methyl-2-(4-(((3s,5r)-3-methyl-5-(4-methyl-1-oxo-1,3-dihydroisobenzofuran-5-yl)piperazin-1-yl)methyl)-1H-pyrazol-1-yl)pyrimidine-5-carbonitrile CC1=NC(=NC=C1C#N)N1N=CC(=C1)CN1C[C@@H](N[C@@H](C1)C=1C(=C2COC(C2=CC1)=O)C)C